1-fluoro-4-(8-fluoro-2-(((2R,7aS)-2-fluorotetrahydro-1H-pyrrolizin-7a(5H)-yl)methoxy)-4-(2,2,2-trifluoroethoxy)pyrido[4,3-d]pyrimidin-7-yl)naphthalen-2-ol FC1=C(C=C(C2=CC=CC=C12)C1=C(C=2N=C(N=C(C2C=N1)OCC(F)(F)F)OC[C@]12CCCN2C[C@@H](C1)F)F)O